4-((3-(methylcarbamoyl)-7-(trifluoromethyl)thieno[3,2-b]pyridin-5-yl)sulfinyl)piperidine-1-carboxylic acid tert-butyl ester C(C)(C)(C)OC(=O)N1CCC(CC1)S(=O)C1=CC(=C2C(=N1)C(=CS2)C(NC)=O)C(F)(F)F